O1C(OCCC1)C1=CC=C(CP(OCC)(OCC)=O)C=C1 diethyl [4-(1,3-dioxan-2-yl)benzyl]phosphonate